BrC1=NC(=CC=C1)OCCOCCCl 2-bromo-6-[2-(2-chloroethoxy)ethoxy]pyridine